(S)-6-propylamino-4,5,6,7-tetrahydrobenzothiazol C(CC)N[C@@H]1CC2=C(N=CS2)CC1